C(=O)C1=C(C(=CN1)CCC(=O)OC)C 5-formyl-3-methoxycarbonylethyl-4-methylpyrrole